2-[3-chloro-4-[[5-(methoxymethoxy)-4-[(4-methoxyphenyl)methylsulfanyl]-2-pyridinyl]oxy]-5-methyl-phenyl]-6-(difluoromethyl)-1,2,4-triazine-3,5-dione ClC=1C=C(C=C(C1OC1=NC=C(C(=C1)SCC1=CC=C(C=C1)OC)OCOC)C)N1N=C(C(NC1=O)=O)C(F)F